FC1(CCC(CC1)N1C(C(CC1)NC(C1=C(C=C(C(=O)N)C=C1)N1CCC2(CC2)CC1)=O)=O)F N1-(1-(4,4-difluorocyclohexyl)-2-oxopyrrolidin-3-yl)-2-(6-azaspiro[2.5]octan-6-yl)terephthalamide